N-(3-cyano-4,5,6,7-tetrahydro-1-benzothien-2-yl)amide C(#N)C1=C(SC2=C1CCCC2)[NH-]